(R)-1-(6-(3-cyclopropyl-1H-pyrrolo[2,3-b]pyridin-5-yl)-8-(morpholin-3-yl)-3,4-dihydroisoquinolin-2(1H)-yl)-2-hydroxy-2-methylpropan-1-one C1(CC1)C1=CNC2=NC=C(C=C21)C=2C=C1CCN(CC1=C(C2)[C@H]2NCCOC2)C(C(C)(C)O)=O